{2-[3-Methyl-13-(morpholine-4-carbonyl)-16-thia-2,4,5,8-tetraazatetracyclo[8.6.0.02,6.011,15]hexadeca-1(10),3,5,11(15)-tetraen-9-yl]phenyl}methanol CC=1N2C=3SC=4CC(CC4C3C(NCC2=NN1)C1=C(C=CC=C1)CO)C(=O)N1CCOCC1